L(+)-glutamic acid monosodium salt monohydrate C(CC(=O)[O-])[C@@H](C(=O)O)N.O.[Na+]